1-(2-Dodecyloxy-5-ethyl-3-methoxybenzyl)-4-methylpiperazin C(CCCCCCCCCCC)OC1=C(CN2CCN(CC2)C)C=C(C=C1OC)CC